C(C)OC(C(C(=O)OCC)CCCNC(=O)OC(C)(C)C)=O 2-(3-((tert-Butoxycarbonyl)amino)propyl)malonic acid diethyl ester